(R)-2-(5-(difluoromethoxy)-4-((6-oxo-5-(trifluoromethyl)-1,6-dihydropyridazin-4-yl)amino)pentyl)-7-fluoro-6-(5-(trifluoromethyl)pyrazin-2-yl)isoquinolin-1(2H)-one FC(OC[C@@H](CCCN1C(C2=CC(=C(C=C2C=C1)C1=NC=C(N=C1)C(F)(F)F)F)=O)NC=1C=NNC(C1C(F)(F)F)=O)F